NC1=NC=2C3=C(C(CC2C=N1)(C)C)C(=NN3)C(=O)NC3=CC(=CC=C3)CC(=O)N3CCC(CC3)N(C)C 8-amino-N-(3-{2-[4-(dimethylamino)piperidin-1-yl]-2-oxoethyl}phenyl)-4,4-dimethyl-4,5-dihydro-1H-pyrazolo[4,3-H]quinazoline-3-carboxamide